FC1=C(C=CC(=C1)F)C1=CC(=NC=C1C)N1C(C2=CC=C(C=C2C1=O)C=1N=NNC1)=O 2-[4-(2,4-Difluoro-phenyl)-5-methyl-pyridin-2-yl]-5-(1H-[1,2,3]triazol-4-yl)-isoindole-1,3-dione